ClC=1C=CC=C2C=CC=C(C12)N1C(=NC2=C(C1=O)N=C(N=C2N2[C@H](CNC[C@@H]2C)C)OC[C@H]2N(CCC2)C)C 3-(8-chloronaphthalen-1-yl)-8-((2S,6S)-2,6-dimethylpiperazin-1-yl)-2-methyl-6-(((S)-1-methylpyrrolidin-2-yl)methoxy)pyrimido[5,4-d]Pyrimidin-4(3H)-one